C1CCC2=C(C=CC=C12)C1=C(C=C2C(=N1)C(=NN2)C=2C=CC(=NC2)C2CN(C2)C(C#N)C)OC (3-(5-(5-(2,3-Dihydro-1H-inden-4-yl)-6-methoxy-1H-pyrazolo[4,3-b]pyridin-3-yl)pyridin-2-yl)azetidin-1-yl)propanenitrile